1-(4-((6-(2-hydroxy-4-(1H-pyrazol-4-yl)phenyl)pyridazin-3-yl)(methyl)amino)-2,2,6,6-tetramethylpiperidin-1-yl)pent-4-yn-1-one silicon [Si].OC1=C(C=CC(=C1)C=1C=NNC1)C1=CC=C(N=N1)N(C1CC(N(C(C1)(C)C)C(CCC#C)=O)(C)C)C